COC(=O)C1=CC=C(C=C1)C1=CC=C(C=C1)CN1N=C(N=N1)CC=1N=NN(N1)C(=O)OC(C)(C)C tert-butyl 5-[(2-{[4'-(methoxycarbonyl)-[1,1'-biphenyl]-4-yl] methyl}-2H-1,2,3,4-tetrazol-5-yl) methyl]-2H-1,2,3,4-tetrazole-2-carboxylate